2-acetyl-8-((1r,4r)-4-methylcyclohexyl)-5-(4-(trifluoromethyl)benzyl)-2,5,8-triazaspiro[3.5]nonane-6,9-dione C(C)(=O)N1CC2(C1)N(C(CN(C2=O)C2CCC(CC2)C)=O)CC2=CC=C(C=C2)C(F)(F)F